OCCN1C(C2=CC=CC=3C2=C(C1=O)C=CC3C=CC3=CC=C(C=C3)N3CCOCC3)=O 2-(2-hydroxyethyl)-6-(4-morpholinostyryl)-1H-benzo[de]isoquinoline-1,3(2H)-dione